ethoxypropanal diethyl acetal C(C)OC(C(C)OCC)OCC